ClC1=NC=NC(=C1C(=O)OC)OC(C)C methyl 4-chloro-6-isopropoxypyrimidine-5-carboxylate